4-cyclopropyl-1-[4-(3,5-dichlorophenyl)piperazin-1-yl]-2-methyl-butane-1,4-dione C1(CC1)C(CC(C(=O)N1CCN(CC1)C1=CC(=CC(=C1)Cl)Cl)C)=O